COC=1C=C(C=CC1O)C1=CC(=C(C=C1)C)[N+](=O)[O-] 3-Methoxy-4'-methyl-3'-nitro-[1,1'-biphenyl]-4-ol